CC=1C=C(C=C(C1N)C)C1=CC(=C(N)C(=C1)C)C 3,3',5,5'-tetramethylbenzidin